methyl (3S)-3-amino-3-(4-(ethylsulfonyl)phenyl)propanoate hydrochloride Cl.N[C@@H](CC(=O)OC)C1=CC=C(C=C1)S(=O)(=O)CC